4-(chloromethyl)phenylmethyldimethoxysilane ClCC1=CC=C(C=C1)C[SiH](OC)OC